C(C1=CC=CC=C1)(C1=CC=CC=C1)(C1=CC=CC=C1)NC(CC[C@H](N)C(=O)O)=O N'-(trityl)-L-glutamine